1-(5-fluoro-2-hydroxymethylphenyl)-3-(3-fluoro-5-trifluoromethoxyphenyl)urea FC=1C=CC(=C(C1)NC(=O)NC1=CC(=CC(=C1)OC(F)(F)F)F)CO